C(C)(C)(C)OC(=O)N1[C@H]([C@H]2C[C@H]2C1)C(=O)O (1S,2R,5R)-3-(tert-Butoxycarbonyl)-3-azabicyclo[3.1.0]hexane-2-carboxylic acid